2-(3-(2-((1,5-dimethyl-1H-pyrazol-3-yl)amino)-5-methylpyrimidin-4-yl)-1H-indol-7-yl)-4-(4-methylthiophene-3-yl)isoindolin-1-one CN1N=C(C=C1C)NC1=NC=C(C(=N1)C1=CNC2=C(C=CC=C12)N1C(C2=CC=CC(=C2C1)C1=CSC=C1C)=O)C